(2R,3R,4S,5S)-2-(6-chloro-9H-purin-9-yl)-5-(iodomethyl)tetrahydrofuran-3,4-diol ClC1=C2N=CN(C2=NC=N1)[C@@H]1O[C@@H]([C@H]([C@H]1O)O)CI